[Na+].C(C)(C)C1=C(C(=C(C=C1)S(=O)[O-])C(C)C)C(C)C triisopropylbenzenesulfinic acid sodium salt